C1(=CC=CC=C1)CC#N (2-phenyl)-acetonitrile